2-azidoethyl α-(D)-mannopyranoside O([C@@H]1[C@@H](O)[C@@H](O)[C@H](O)[C@H](O1)CO)CCN=[N+]=[N-]